7-(3,3-difluoroazetidin-1-yl)-N-(2-methoxy-4-(2-methoxyethoxy)phenyl)quinolin-4-amine FC1(CN(C1)C1=CC=C2C(=CC=NC2=C1)NC1=C(C=C(C=C1)OCCOC)OC)F